sodium 2-(acrylamido)-tetradecanesulfonate Methyl-(2R)-3-[5-(4-fluorophenyl)-1-tetrahydropyran-2-yl-6-tetrahydropyran-4-yl-pyrazolo[4,3-g]isoquinolin-8-yl]-2-methyl-propanoate COC([C@@H](CC1=NC(=C(C2=CC3=C(C=C12)N(N=C3)C3OCCCC3)C3=CC=C(C=C3)F)C3CCOCC3)C)=O.C(C=C)(=O)NC(CS(=O)(=O)[O-])CCCCCCCCCCCC.[Na+]